4-((3-(N,N-dimethylsulfamoyl)phenyl)amino)imidazo[1,5-a]pyrido[4,3-e]pyrazine-3-carboxylic acid CN(S(=O)(=O)C=1C=C(C=CC1)NC=1C=2N(C3=C(N1)C=CN=C3)C=NC2C(=O)O)C